C(=O)C1=C(OCC(=O)O)C(=CC(=C1)[N+](=O)[O-])OC (2-FORMYL-6-METHOXY-4-NITROPHENOXY)ACETIC ACID